C(C)OP(=O)(OCC)P1(=NP(=NP=N1)(OC1=CC=CC=C1)O)OC1=CC=C(C=C1)O 4-diethoxyphosphoryl-hydroxyphenoxy(4-hydroxyphenoxy)cyclotriphosphazene